(3,5-dimethylphenyl)tert-butylphosphine bromide [Br-].CC=1C=C(C=C(C1)C)PC(C)(C)C